N[C@@H]1C2=CC(=CC=C2CC12CCN(CC2)C2=CC(N(C(=N2)C)C2=C(C=CC=C2)Cl)=O)C#C (S)-6-(1-amino-6-ethynyl-1,3-dihydro-spiro[indene-2,4'-piperidin]-1'-yl)-3-(2-chlorophenyl)-2-methylpyrimidin-4(3H)-one